6-Chloro-3-(2-(4-methylpiperazin-1-yl)pyridin-4-yl)imidazo[1,2-b]pyridazine ClC=1C=CC=2N(N1)C(=CN2)C2=CC(=NC=C2)N2CCN(CC2)C